OCC(C1=CC=CC=C1)NC(=O)C1CC2(C1)CC(C2)NC(=O)NCC2=CC=C(C=C2)OC N-(2-hydroxy-1-phenylethyl)-6-(3-(4-methoxybenzyl)ureido)spiro[3.3]heptane-2-carboxamide